Boron-zinc [Zn].[B]